trimethyl-phloroglucinol CC1=C(C(=C(C(=C1O)C)O)C)O